tert-butyl (tert-butoxycarbonyl)(2-(6-chloro-2-((3,4-dichlorophenyl)amino)-9-tosyl-9H-carbazol-1-yl)ethyl)carbamate C(C)(C)(C)OC(=O)N(C(OC(C)(C)C)=O)CCC1=C(C=CC=2C3=CC(=CC=C3N(C12)S(=O)(=O)C1=CC=C(C)C=C1)Cl)NC1=CC(=C(C=C1)Cl)Cl